2-(6-((5-methyl-2-((1-(1-(oxetan-3-yl)piperidin-4-yl)-1H-pyrazol-4-yl)amino)thieno[2,3-d]pyrimidin-4-yl)amino)pyridin-2-yl)propan-2-ol CC1=CSC=2N=C(N=C(C21)NC2=CC=CC(=N2)C(C)(C)O)NC=2C=NN(C2)C2CCN(CC2)C2COC2